4-({4-[({2-[methyl(methylsulfonyl)amino]pyridin-3-yl}methyl)amino]-5-(trifluoromethyl)pyrimidin-2-yl}amino)-N-pyridin-2-ylbenzenesulfonamide CN(C1=NC=CC=C1CNC1=NC(=NC=C1C(F)(F)F)NC1=CC=C(C=C1)S(=O)(=O)NC1=NC=CC=C1)S(=O)(=O)C